4-(4-(3'-chloro-2-methoxy-4'-(3-methyl-2-oxo-2,5-dihydro-1H-pyrrol-1-yl)-[1,1'-biphenyl]-3-yl)pyridin-2-yl)piperazine-1-carboxylic acid tert-butyl ester C(C)(C)(C)OC(=O)N1CCN(CC1)C1=NC=CC(=C1)C=1C(=C(C=CC1)C1=CC(=C(C=C1)N1C(C(=CC1)C)=O)Cl)OC